2-({7-amino-4-[3-(5-methylthiophen-3-yl)-1H-indazol-5-yl]-1-oxo-2,3-dihydro-1H-isoindol-2-yl}methyl)prop-2-enamide NC=1C=CC(=C2CN(C(C12)=O)CC(C(=O)N)=C)C=1C=C2C(=NNC2=CC1)C1=CSC(=C1)C